(R)-N-(1-cyanopyrrolidin-3-yl)-5-phenyl-1H-pyrazole-3-carboxamide C(#N)N1C[C@@H](CC1)NC(=O)C1=NNC(=C1)C1=CC=CC=C1